C(C1=CC=CC=C1)S(=O)(=O)NC(C1=CC=C(C=C1)N1CCN(CC1)C(=O)C=1C=NC=C(C1)C#CC1=CC=C(C=C1)O)=O N-benzylsulfonyl-4-[4-[5-[2-(4-hydroxyphenyl)ethynyl]pyridin-3-carbonyl]piperazine-1-yl]benzamide